C1(=CC=CC=C1)C=C phenyl-ethylene